(2R)-2-(2-(4-bromophenyl)-5-(4-fluorophenyl)-2H-1,2,3-triazol-4-yl)-3-(2-(2-oxoindol-6-yl)ethyl)oxazolidin-4-one BrC1=CC=C(C=C1)N1N=C(C(=N1)[C@H]1OCC(N1CCC=1C=CC2=CC(N=C2C1)=O)=O)C1=CC=C(C=C1)F